C(#N)C1=CC(=C(OC=2N=NC(=C(C2C(=O)NC2=CC(=CC=C2)S(=O)(=O)C)C)C2=CC=CC=C2)C=C1)OC 3-(4-cyano-2-methoxyphenoxy)-5-methyl-N-(3-(S-methylsulfonyl)phenyl)-6-phenylpyridazine-4-carboxamide